(S)-1-(1-(cyclopropylsulfonyl)azetidin-3-yl)-3-(isoquinolin-4-yl)-2-oxoimidazolidine-4-carbonitrile C1(CC1)S(=O)(=O)N1CC(C1)N1C(N([C@@H](C1)C#N)C1=CN=CC2=CC=CC=C12)=O